C(C)(C)(C)[Si](OCCCN1N=CC=C1)(C)C tert-butyl-dimethyl-(3-pyrazol-1-ylpropoxy)silane